cinchonan N12C[C@H](C=C)[C@@H](CC1)C[C@@H]2CC2=CC=NC1=CC=CC=C21